tert-Butyl (2R,3S)-2-(3-aminopropyl)-3-((tert-butyldimethylsilyl)oxy)piperidine-1-carboxylate NCCC[C@H]1N(CCC[C@@H]1O[Si](C)(C)C(C)(C)C)C(=O)OC(C)(C)C